C12(CC3CC(CC(C1)C3)C2)P(C23CC1CC(CC(C2)C1)C3)C31CC2CC(CC(C3)C2)C1 Tri-1-Adamantylphosphin